C(#N)C(CCCO)(C)C(C1=CC=CC=C1)=S 4-cyano-4-(thiobenzoyl)pentanol